ClC1=NC(=C2C(=N1)N(N=C2)C2OCCCC2)N2[C@@H](COCC2)C (3R)-4-(6-chloro-1-(tetrahydro-2H-pyran-2-yl)-1H-pyrazolo[3,4-d]pyrimidin-4-yl)-3-methylmorpholine